COC(=O)N1[C@@H](C[C@@H](C1)C1=C(C(=CC=C1OC)Cl)Cl)CC#N (2S,4R)-2-(cyanomethyl)-4-(2,3-dichloro-6-methoxyphenyl)pyrrolidine-1-carboxylic acid methyl ester